FC1=C(OC=2C(=C(C(=CC2)NC(=O)C=2N=C(SC2)C2=CN=NC=C2)N(C)CC2N(CCC2)C(=O)OC(C)(C)C)C(F)(F)F)C=CC=C1 tert-Butyl 2-(((3-(2-fluorophenoxy)-6-(2-(pyridazin-4-yl)thiazole-4-carboxamido)-2-(trifluoromethyl)phenyl)(methyl)amino)methyl)pyrrolidine-1-carboxylate